2-(6-{5-Chloro-2-[(oxan-4-yl)amino]pyrimidin-4-yl}-1-oxo-2,3-dihydro-1H-isoindol-2-yl)-N-[(1R)-1-(3-methoxyphenyl)ethyl]acetamid ClC=1C(=NC(=NC1)NC1CCOCC1)C1=CC=C2CN(C(C2=C1)=O)CC(=O)N[C@H](C)C1=CC(=CC=C1)OC